trimethyl(4-(nonanoyloxy)phenyl)ammonium C[N+](C1=CC=C(C=C1)OC(CCCCCCCC)=O)(C)C